BrC1=CC=CC=2C3=C(SC21)C=CC=C3C3=CC=CC=C3 6-bromo-1-phenyldibenzo[b,d]thiophene